C1(CC1)NC(C(C(CC1C(NCC1)=O)NC(C(CC(C)C)NC(OC(C1(CC1)C1=CC(=CC=C1)Cl)C1=CC(=CC=C1)Cl)=O)=O)=O)=O (3-chlorophenyl)(1-(3-chlorophenyl)cyclopropyl)methyl (1-((4-(cyclopropylamino)-3,4-dioxo-1-(2-oxopyrrolidin-3-yl)butan-2-yl)amino)-4-methyl-1-oxopentan-2-yl)carbamate